sodium fluorosulfate salt S(=O)(=O)([O-])F.[Na+]